5-methoxy-2-((1-methyl-1H-indazol-4-yl)methoxy)benzaldehyde COC=1C=CC(=C(C=O)C1)OCC1=C2C=NN(C2=CC=C1)C